NC=1N2C(C=3N=CN(C3N1)CCN1CCN(CC1)C1=C(C=C(OC(C(=O)O)(C)C)C=C1)F)=NC(=N2)C2=NC=CC=C2 2-(4-(4-(2-(5-amino-8-(pyridin-2-yl)-3H-[1,2,4]triazolo[5,1-i]purin-3-yl)ethyl)piperazin-1-yl)-3-fluorophenoxy)-2-methylpropanoic acid